FC1=C(C=CC(=C1)OC1=NC(=NC=C1)N1C[C@H](CC1)C(F)(F)F)NC1=NC=NC2=CC(=C(C=C12)NC1CCN(CC1)C(C=C)=O)OC (S)-1-(4-((4-((2-fluoro-4-((2-(3-(trifluoromethyl)pyrrolidin-1-yl)pyrimidin-4-yl)oxy)phenyl)amino)-7-methoxyquinazolin-6-yl)amino)piperidin-1-yl)prop-2-en-1-one